C(C)(C)(C)C=1C=C(C=C(C1)NC1=C(C=CC(=C1)C1=CC(=CC(=C1)C(C)(C)C)C(C)(C)C)C1=CC(=CC(=C1)C(C)(C)C)C(C)(C)C)NC1=C(C=CC(=C1)C1=CC(=CC(=C1)C(C)(C)C)C(C)(C)C)C1=CC(=CC(=C1)C(C)(C)C)C(C)(C)C 5-(tert-butyl)-N1,N3-bis(3,3'',5,5''-tetra-tert-butyl-[1,1':4',1''-terphenyl]-2'-yl)benzene-1,3-diamine